5-bromo-2-chloro-1,3-xylene BrC=1C=C(C(=C(C1)C)Cl)C